methylundecenoyl leucinate N[C@@H](CC(C)C)C(=O)OC(C(=CCCCCCCCC)C)=O